1-cycloheptyl-N-(3-fluoro-4-((1-isopropyl-2-keto-2,3-dihydro-1H-imidazo[4,5-b]pyridin-7-yl)oxy)phenyl)-5-(trifluoromethyl)-1H-pyrazole-4-carboxamide C1(CCCCCC1)N1N=CC(=C1C(F)(F)F)C(=O)NC1=CC(=C(C=C1)OC1=C2C(=NC=C1)NC(N2C(C)C)=O)F